N1-((1s,4s)-4-(5-ethynyl-2-((4-(4-methylpiperazin-1-yl)phenyl)amino)-7-oxopyrido[2,3-d]pyrimidin-8(7H)-yl)cyclohexyl)-N4-methylsuccinamide C(#C)C1=CC(N(C=2N=C(N=CC21)NC2=CC=C(C=C2)N2CCN(CC2)C)C2CCC(CC2)NC(CCC(=O)NC)=O)=O